[2H][C@](C)(C1=C(C(=CC(=C1)F)Cl)CCl)NC([C@@H](C)F)=O (R)-N-((S)-1-deutero-1-(3-chloro-2-(chloromethyl)-5-fluorophenyl)ethyl)-2-fluoropropionamide